(S)-((3-chloro-2-methoxyphenyl)amino)-2-(2-((oxetan-2-ylmethyl)amino)pyrimidin-4-yl)-1,5,6,7-tetrahydro-4H-pyrrolo[3,2-c]pyridin-4-one ClC=1C(=C(C=CC1)NN1C(=CC=2C(NCCC21)=O)C2=NC(=NC=C2)NC[C@H]2OCC2)OC